(7S,14R)-12-(2-(1-aminocyclobutyl)pyrimidin-5-yl)-1-(difluoromethoxy)-6-methyl-6,7-dihydro-7,14-methanobenzo[c]pyrimido[1',2':1,5]pyrazolo[4,3-f]azocin-5(14H)-one NC1(CCC1)C1=NC=C(C=N1)C1=NC=2N(N=C3C2[C@@H]2C4=C(C(N([C@H]3C2)C)=O)C=CC=C4OC(F)F)C=C1